3-methyl-1-(methylsulfonyl)piperidin-4-amine CC1CN(CCC1N)S(=O)(=O)C